(1-(2-(((3S,6S,9aS)-5-oxo-3-(3-(pyridin-3-yl)azetidine-1-carbonyl)octahydro-1H-pyrrolo[1,2-a]azepin-6-yl)carbamoyl)benzo[b]thiophen-5-yl)ethyl)phosphonic acid O=C1[C@H](CCC[C@@H]2N1[C@@H](CC2)C(=O)N2CC(C2)C=2C=NC=CC2)NC(=O)C2=CC1=C(S2)C=CC(=C1)C(C)P(O)(O)=O